FC=1C(=NC(=C(C1)F)N)N1C=C(C(C2=CC(=C(C=C12)N1CC(CC1)O)F)=O)C(=O)O 1-(3,5-difluoro-6-amino-2-pyridinyl)-6-fluoro-1,4-dihydro-7-(3-hydroxypyrrolidinyl)-4-oxo-3-quinolinecarboxylic acid